NC=1N(C(C=2C=C(C(=NC2C1C(=O)N)OC(F)F)C)=O)C1=C(C(=CC=C1C)O)C 7-amino-2-(difluoromethoxy)-6-(3-hydroxy-2,6-dimethylphenyl)-3-methyl-5-oxo-5,6-dihydro-1,6-naphthyridine-8-carboxamide